Samarium Strontium Cobalt [Co].[Sr].[Sm]